4,5,7-Trichloro-6-fluoro-1-(2-isopropyl-6-methylphenyl)pyrido[2,3-d]pyrimidin-2(1H)-one ClC=1C2=C(N(C(N1)=O)C1=C(C=CC=C1C)C(C)C)N=C(C(=C2Cl)F)Cl